FC1(CC(C1)N1C[C@@H]([C@H](CC1)NC(=O)C1=CC(=CC=2N(C=NC21)CC(F)(F)F)C#CCNC=2C(OC)=CC(=C(C2)S(=O)(=O)C)F)C)F N-[(3S,4S)-1-(3,3-difluorocyclobutyl)-3-methyl-4-piperidyl]-6-[3-(5-fluoro-4-mesyl-2-anisidino)-1-propynyl]-1-(2,2,2-trifluoroethyl)-1H-1,3-benzimidazole-4-carboxamide